(1R)-5-(3-(4-fluorophenoxy)azetidin-1-yl)-7-((tetrahydro-2H-pyran-4-yl)amino)-2,3-dihydrothieno[3,2-b]pyridin-1-oxide FC1=CC=C(OC2CN(C2)C2=CC(=C3C(=N2)CC[S@]3=O)NC3CCOCC3)C=C1